ClC1=CC=C(C=C1)CC(=O)N1CCC=2C1=CN=CC2C2=CC=C(C#N)C=C2 4-{1-[2-(4-chlorophenyl)acetyl]-2,3-dihydro-1H-pyrrolo[2,3-c]pyridin-4-yl}benzonitrile